FC1([C@@H]([C@H]2N(C(NCC=3C=CC(=C([C@H](C=4C=CC=C(C2)C4F)C)N3)C)=O)C1)NS(=O)(=O)CC)F N-[(9S,15aS,16R)-17,17,20-trifluoro-7,9-dimethyl-1-oxo-2,3,15a,16,17,18-hexahydro-1H,9H,15H-4,8-(azeno)-10,14-(metheno)pyrrolo[1,2-c][1,3]diazacycloheptadecin-16-yl]ethanesulfonamide